NC=1C=C(C(=NC1)N(C(OC(C)(C)C)=O)CCN(C)C)C tert-butyl N-(5-amino-3-methylpyridin-2-yl)-N-[2-(dimethylamino)ethyl]carbamate